5-amino-3-methyl-1H-pyrazole-4-carboxamide sulfuric acid salt S(O)(O)(=O)=O.NC1=C(C(=NN1)C)C(=O)N